Racemic-1-(4-(2,6-dioxopiperidin-3-yl)phenyl)piperidine-4-carbaldehyde O=C1NC(CC[C@@H]1C1=CC=C(C=C1)N1CCC(CC1)C=O)=O |r|